C(C)(C)(C)OC(COC1=CC=C(C=C1)N1N=C(C=C1)I)=O 2-(4-(3-iodo-1H-pyrazol-1-yl)phenoxy)acetic acid tert-butyl ester